4-(1-(2-isopropylphenyl)-6-methoxy-3-methyl-4,5-dihydro-2H-benzo[e]isoindol-2-yl)phenol C(C)(C)C1=C(C=CC=C1)C=1N(C(=C2CCC3=C(C12)C=CC=C3OC)C)C3=CC=C(C=C3)O